[6-[3-(3,3-difluorocyclobutyl)-1H-1,2,4-triazol-5-yl]-2-azaspiro[3.3]heptan-2-yl]-[6-[[6-(trifluoromethoxy)-3-pyridyl]methyl]-2-azaspiro[3.3]heptan-2-yl]methanone FC1(CC(C1)C1=NNC(=N1)C1CC2(CN(C2)C(=O)N2CC3(C2)CC(C3)CC=3C=NC(=CC3)OC(F)(F)F)C1)F